tert-butyl (R)-(3-(3-(1-(N-(4-chloropyrimidin-2-yl)formamido)ethyl) phenoxy)propyl)-(methyl)carbamate ClC1=NC(=NC=C1)N(C=O)[C@H](C)C=1C=C(OCCCN(C(OC(C)(C)C)=O)C)C=CC1